CN1C=2N(C3=C(C=C(C=C3C1=O)C)C(C)NC1=C(C(=O)O)C=CC=C1)N=CN2 2-((1-(4,7-dimethyl-5-oxo-4,5-dihydro-[1,2,4]triazolo[1,5-a]quinazolin-9-yl)ethyl)amino)benzoic acid